tert-Butyl 3-formyl-5-methoxy-1H-indole-1-carboxylate C(=O)C1=CN(C2=CC=C(C=C12)OC)C(=O)OC(C)(C)C